4-((2,6-dichloro-5-nitropyrimidin-4-yl)methyl)chroman-4-carboxylic acid methyl ester COC(=O)C1(CCOC2=CC=CC=C12)CC1=NC(=NC(=C1[N+](=O)[O-])Cl)Cl